1-tetradecanoyl-2-(13Z-docosenoyl)-sn-glycero-3-phosphocholine CCCCCCCCCCCCCC(=O)OC[C@H](COP(=O)([O-])OCC[N+](C)(C)C)OC(=O)CCCCCCCCCCC/C=C\CCCCCCCC